BrC1=CC=C(C=C1)C(=C)C1=C(C(=O)O)C=CC=C1 2-(1-(4-bromophenyl)vinyl)benzoic acid